[6-[(3-cyclopropylpyrazol-1-yl)methyl]-2-azaspiro[3.3]heptan-2-yl]-[6-(3-cyclopropyl-1H-1,2,4-triazol-5-yl)-2-azaspiro[3.3]heptan-2-yl]methanone C1(CC1)C1=NN(C=C1)CC1CC2(CN(C2)C(=O)N2CC3(C2)CC(C3)C3=NC(=NN3)C3CC3)C1